(2-(Allyloxy)-3-(tert-butyl)-5-methylphenyl)(2,7-di-tert-butyl-9H-fluoren-9-yl)diethylsilane C(C=C)OC1=C(C=C(C=C1C(C)(C)C)C)[Si](CC)(CC)C1C2=CC(=CC=C2C=2C=CC(=CC12)C(C)(C)C)C(C)(C)C